6-bromo-1-oxo-1,3-dihydro-spiro[indene-2,4'-piperidine]-1'-carboxylic acid tert-butyl ester C(C)(C)(C)OC(=O)N1CCC2(CC1)C(C1=CC(=CC=C1C2)Br)=O